1-(2,4-dimethyl-3-cyclohexen-1-yl)-2,2-dimethyl-1-propanone CC1C(CCC(=C1)C)C(C(C)(C)C)=O